N-(3-chloro-5-(methylsulfonamido)phenyl)pyrrolo[1,2-b]pyridazine-6-carboxamide ClC=1C=C(C=C(C1)NS(=O)(=O)C)NC(=O)C=1C=C2N(N=CC=C2)C1